BrC=1C=C(C=NC1OC)O 5-bromo-6-methoxy-pyridin-3-ol